NC([C@H](C[C@H]1C(NCCC1)=O)NC([C@H](CC1CC1)NC(=O)C=1NC(=CC1)Cl)=O)=O N-[(1S)-2-[[(1S)-2-amino-2-oxo-1-[[(3S)-2-oxo-3-piperidyl]methyl]ethyl]amino]-1-(cyclopropylmethyl)-2-oxo-ethyl]-5-chloro-1H-pyrrole-2-carboxamide